C(C)C=1C(=C(C(C#N)=CC1)C#N)CC diethyl-phthalonitrile